(1'R,2'R,4'S)-4-ethyl-5'-methyl-2'-(prop-1-en-2-yl)-1',2',3',4'-tetrahydro-[1,1'-biphenyl]-2,4',6-triol C(C)C=1C=C(C(=C(C1)O)[C@H]1[C@@H](C[C@@H](C(=C1)C)O)C(=C)C)O